1,3-diisopropylphenyl chloride C(C)(C)C1(CC(=CC=C1)C(C)C)Cl